C(C)(C)(C)OC(=O)N1C(N(C2=C1C=CC(=C2)F)CC2=CC=C(C=C2)CC(=O)OC)=O C5-fluoro-3-(4-(2-methoxy-2-oxoethyl)benzyl)-2-oxo-2,3-dihydro-1H-benzo[d]imidazole-1-carboxylic acid tert-butyl ester